benzyl (2S)-2-(4-nitrophenoxy)carbonyloxypropanoate [N+](=O)([O-])C1=CC=C(OC(=O)O[C@H](C(=O)OCC2=CC=CC=C2)C)C=C1